S1C(=NC2=C1C=CC=C2)NC(=O)C=2C=CC=C1CCN(CC21)C2=CC=C(C(=N2)C(=O)OC(C)(C)C)C2=C(C=C(OCCCC1(CCN(CC1)CC(=O)O)F)C=C2)C 2-[4-[3-[4-[6-[8-(1,3-benzothiazol-2-ylcarbamoyl)-3,4-dihydro-1H-isoquinolin-2-yl]-2-tert-butoxycarbonyl-3-pyridyl]-3-methyl-phenoxy]propyl]-4-fluoro-1-piperidyl]acetic acid